C(C)NC=1C=NC=C(C1)C#CC1=C(C=CC=C1)NS(=O)(=O)C=1C=CC=C2C=CC=NC12 3-(Ethylamino)-5-{2-[2-(chinolin-8-sulfonamido)phenyl]ethynyl}pyridin